FC(S(=O)(=O)C1=C(C(=O)NC(C(=O)O)CC)C=CC=C1)(F)F 2-(2-((trifluoromethyl)sulfonyl)benzamido)butanoic acid